N1[C@@H](CCC1)C(=O)[O-].[Li+] lithium-L-proline salt